3-bromo-6-fluoro-2-iodo-4-(trifluoromethyl)aniline BrC=1C(=C(N)C(=CC1C(F)(F)F)F)I